S1C(=NC2=C1C=CC=C2)NC(=O)C=2C=CC=C1CCN(CC21)C2=CC=C(C(=N2)C(=O)O)C=2C=NN(C2Cl)CC21CC3CC(CC(C2)C3)C1 6-[8-(1,3-benzothiazol-2-ylcarbamoyl)-3,4-dihydroisoquinolin-2(1H)-yl]-3-{5-chloro-1-[tricyclo[3.3.1.13,7]dec-1-ylmethyl]-1H-pyrazol-4-yl}pyridine-2-carboxylic acid